CNC(=O)C1CC(NCC1)=O N-methyl-2-oxopiperidine-4-carboxamide